2-[4-(3-methylindol-6-yl)butan-1-ylthio]acetic acid CC1=CNC2=CC(=CC=C12)CCCCSCC(=O)O